C(C)(C)(C)[NH3+].N1(CCC1)C(=O)[O-] azetidine-1-carboxylic acid tert-butylammonium salt